4-(trifluoromethyl)benzamid FC(C1=CC=C(C(=O)N)C=C1)(F)F